(trifluoromethyl)quinazolin-4-amine FC(F)(F)C1=NC2=CC=CC=C2C(=N1)N